cis-N-[8-chloro-6-(4-cyclopropyl-3-pyridyl)cinnolin-3-yl]-2-fluoro-cyclopropanecarboxamide ClC=1C=C(C=C2C=C(N=NC12)NC(=O)[C@H]1[C@H](C1)F)C=1C=NC=CC1C1CC1